niobium-zirconium alloyl-nickel C(C=C)(=O)[Ni].[Zr].[Nb]